CC1=C(C(=O)P(C2=CC=CC=C2)(C2=CC=CC=C2)=O)C(=CC(=C1)C)C 2,4,6-trimethylbenzoyldiphenyl-phosphorus oxide